C(C)(C)(C)N1N=C(C(=C1C)O)C1=C(C=CC=C1)SC1=CC=CC=C1 1-(tert-butyl)-3-(2-(phenylthio)phenyl)-5-methyl-pyrazol-4-ol